methyl (S,E)-(1-((1-((5,6-difluoro-7-phenoxy-1H-benzo[d]imidazol-2-yl)methyl)-2-oxo-1,2-dihydropyridin-3-yl)amino)-7-(dimethylamino)-1,7-dioxohept-5-en-2-yl)carbamate FC1=CC2=C(NC(=N2)CN2C(C(=CC=C2)NC([C@H](CC\C=C\C(=O)N(C)C)NC(OC)=O)=O)=O)C(=C1F)OC1=CC=CC=C1